3-(4-(6-(4-aminothiophen-2-yl)pyrazin-2-yl)-2-methoxyphenyl)oxetan-3-ol NC=1C=C(SC1)C1=CN=CC(=N1)C1=CC(=C(C=C1)C1(COC1)O)OC